2,6-Anhydro-4-(3-cyano-6-methylsulfonyl-2H-indazol-2-yl)-3,4,5-trideoxy-5-isobutyramido-D-glycero-D-galacto-non-2-enonic acid C(#N)C=1N(N=C2C=C(C=CC12)S(=O)(=O)C)[C@H]1C=C(C(=O)O)O[C@H]([C@@H]1NC(C(C)C)=O)[C@H](O)[C@H](O)CO